Cl.FC=1C(=C(C=CC1F)C=1CCN(CC1)C(=O)C1=NNC=2CNCCC21)C(F)(F)F {4-[3,4-difluoro-2-(trifluoromethyl)phenyl]-1,2,3,6-tetrahydropyridin-1-yl}(4,5,6,7-tetrahydro-1H-pyrazolo[3,4-c]pyridin-3-yl)methanone hydrochloride